7-chloro-1,2,3,4-tetrahydroacridine-9-amine hydrochloride Cl.ClC1=CC=C2N=C3CCCCC3=C(C2=C1)N